C1(CC1)[C@]1(C(N(C[C@H]1C)C=1C=2N(N=CC1)C=C(C2)C=2SC=C(N2)C)=O)C#N (3R,4S)-3-cyclopropyl-4-methyl-1-[6-(4-methyl-1,3-thiazol-2-yl)pyrrolo[1,2-b]pyridazin-4-yl]-2-oxopyrrolidine-3-carbonitrile